O(C)[Si](CC)(CC)C methoxyl-methyldiethylsilane